[Fe+3].C(C)C(C(=O)[O-])CCCC.C(C)C(C(=O)[O-])CCCC.C(C)C(C(=O)[O-])CCCC tris(2-ethylhexanoate) iron(III)